CC1=NN(C(=C1C1=CC=CC=C1)C1=CC2=CC=CC=C2C=C1)C1=CC=CC=C1 3-methyl-5-(naphthalen-2-yl)-1,4-diphenyl-1H-pyrazole